3,5-bis((3,4,5-trifluorobenzyl)oxy)benzoic acid FC=1C=C(COC=2C=C(C(=O)O)C=C(C2)OCC2=CC(=C(C(=C2)F)F)F)C=C(C1F)F